3,7-dimethylheptadecan-2-ol CC(C(C)O)CCCC(CCCCCCCCCC)C